4-bromo-3',4'-ethylenedioxybenzophenone BrC1=CC=C(C(=O)C2=CC3=C(C=C2)OCCO3)C=C1